ClC1=NC=C(C(=N1)N1CCC(CC1)OC1=C(C=C(C=C1)F)F)[N+](=O)[O-] 2-chloro-4-(4-(2,4-difluorophenoxy)piperidin-1-yl)-5-nitropyrimidine